CC1=C(C(=C(C1(C)[Sm]C1(C(=C(C(=C1C)C)C)C)C)C)C)C bis(pentamethylcyclopentadienyl)samarium